cholest-8(9),14-dien-3β-ol CC(C)CCC[C@@H](C)[C@H]1CC=C2C=3CCC4C[C@H](CC[C@]4(C)C3CC[C@]12C)O